C(C)(C)(C)OOC1(CCC(CC1)(C)OOC(C)(C)C)C 2,5-bis(tert-butyl-peroxy)-2,5-dimethylcyclohexane